ClC(CCO)C(CCCC)Cl 3,4-dichlorooctanol